C1(CC1)C(=O)N1[C@H]([C@H]([C@H](C1)F)NS(=O)(=O)CC)CC=1C=C(C=CC1)C1=C(C=CC(=C1)F)F N-{(2S,3R,4S)-1-(cyclopropanecarbonyl)-2-[(2',5'-difluoro[1,1'-biphenyl]-3-yl)-methyl]-4-fluoropyrrolidin-3-yl}ethane-sulfonamide